N-(4-(8-azabicyclo[3.2.1]octan-8-yl)-3,5-difluorophenyl)-2-(3-methoxy-3-methylazetidin-1-yl)-5-(2,2,2-trifluoroethyl)oxazole-4-carboxamide C12CCCC(CC1)N2C2=C(C=C(C=C2F)NC(=O)C=2N=C(OC2CC(F)(F)F)N2CC(C2)(C)OC)F